N1(OCCO1)OC(CCC(C)(SC(=S)C1=CC=CC=C1)C#N)=O 4-cyano-4-[(phenylthiocarbonyl)thio]pentanoic acid-2,5-dioxapyrrolidin-1-yl ester